C(CCCCCCCCCCCCCCC)(=O)OCC(COC(CCCCCCCCCCCCCCC)=O)(COC(CCCCCCCCCCCCCCC)=O)COC(CCCCCCCCCCCCCCC)=O pentaerythritol tetrapalmitate